FC1C2(C1)CNC(C1=CC=C(C=C12)C(F)(F)F)=O fluoro-6-(trifluoromethyl)spiro[2,3-dihydroisoquinoline-4,1'-cyclopropane]-1-one